4,4A,5,9B-TETRAHYDROINDENO[1,2-D][1,3]DIOXINE O1COCC2C1C1=CC=CC=C1C2